COC=1C=C2C(C=C(NC2=CC1OC)C1=CC=CC=C1)=O 6,7-dimethoxy-2-phenylquinolin-4(1H)-one